ClC1=CC=C(C=C1)C1=NOC(=N1)[C@@H]1[C@@H]([C@H]2CC[C@@H]1O2)C(=O)NC2=CC=C(C=C2)C2=CC=CC=C2 4-((1R,2S,3R,4S)-3-(3-(4-Chlorophenyl)-1,2,4-oxadiazol-5-yl)-7-oxabicyclo[2.2.1]heptan-2-carboxamido)-[1,1'-biphenyl]